Ethyl 2-(3-cyanophenyl)-3-(2,6-dimethyl-4-pyridyl)pyrazolo[1,5-a]pyrimidine-5-carboxylate C(#N)C=1C=C(C=CC1)C1=NN2C(N=C(C=C2)C(=O)OCC)=C1C1=CC(=NC(=C1)C)C